9H-purin-2-amine N1=C(N=C2NC=NC2=C1)N